O1CCN(CC1)C1=CC=C(C=C1)NC1=NC=CC(=N1)C1=CC=C(C(=O)O)C=C1 4-(2-((4-Morpholinophenyl)amino)pyrimidin-4-yl)benzoic acid